6-((3-tert-butyl-7-(5-(hydroxymethyl)isoxazol-3-yl)pyrazolo[1,5-d][1,2,4]triazin-2-oxy)methyl)-N-(tetrahydrofuran-3-yl)nicotinamide C(C)(C)(C)C=1C(=NN2C(=NN=CC21)C2=NOC(=C2)CO)OCC2=NC=C(C(=O)NC1COCC1)C=C2